CS(=O)(=N)C1=C(C=CC(=C1)C(F)(F)F)CC1CC2(CN(C2)C(=O)OC(C)(C)C)C1 tert-butyl 6-[[2-(methylsulfonimidoyl)-4-(trifluoromethyl)phenyl]methyl]-2-azaspiro[3.3]heptane-2-carboxylate